NC1=C2C(=NC=N1)N(N=C2C2=CC=C(C=C2)OC2=CC=C(C=C2)F)[C@H]2C[C@H](CC2)O Cis-3-(4-amino-3-(4-(4-fluorophenoxy)phenyl)-1H-pyrazolo[3,4-d]pyrimidin-1-yl)cyclopentane-1-ol